tert-butyl 4-(4-(trifluoromethyl)benzoyl)piperazine-1-carboxylate FC(C1=CC=C(C(=O)N2CCN(CC2)C(=O)OC(C)(C)C)C=C1)(F)F